CN(CCN(C1=C(C=C(C(=C1)OC)NC1=NC=NC(=C1)N1OCC[C@@H]1CC1=C(C(=CC=C1)F)C)NC(C=C)=O)C)C N-(2-((2-(dimethyl-amino)ethyl)(methyl)amino)-5-((6-((S)-3-(3-fluoro-2-methylbenzyl)isoxazolidine-2-yl)pyrimidine-4-yl)amino)-4-methoxyphenyl)acrylamide